tert-butyl 2-(4-(5-oxo-3-phenyl-4-(2-phenylhydrazino)-4,5-dihydro-1H-pyrazol-1-yl) benzoyl)-2,7-diazaspiro[3.5]nonane-7-carboxylate O=C1C(C(=NN1C1=CC=C(C(=O)N2CC3(C2)CCN(CC3)C(=O)OC(C)(C)C)C=C1)C1=CC=CC=C1)NNC1=CC=CC=C1